CC1([C@H](C1)C(=O)N1CC2(C1)CNCC2C2=CC=C(C=C2)NC(OC(C)(C)C)=O)C Tert-butyl (4-(2-((S)-2,2-dimethyl cyclopropane-1-carbonyl)-2,6-diazaspiro[3.4]octan-8-yl)phenyl)carbamate